5H-thieno[3,4-d]Pyrimidine-2-carboxamide N1=C(N=CC2=C1CSC2)C(=O)N